5-[1-[3-chloro-1-methyl-5-[1,2,2,2-tetrafluoro-1-(trifluoromethyl)ethyl]pyrrol-2-yl]pyrazol-4-yl]-2-cyano-N-cyclopropyl-thiophene-3-carboxamide ClC1=C(N(C(=C1)C(C(F)(F)F)(C(F)(F)F)F)C)N1N=CC(=C1)C1=CC(=C(S1)C#N)C(=O)NC1CC1